5-fluoromethylbenzoate FCC=1C=CC=C(C(=O)[O-])C1